Tin titanium silicon [Si].[Ti].[Sn]